6-azaspiro[4.5]decane-6-carboxylic acid tert-butyl ester C(C)(C)(C)OC(=O)N1C2(CCCC2)CCCC1